O1C(C1)COCC(COC(CCN1C(N(C(N(C1=O)CCC(=O)OCC(CC)(COCC1OC1)COCC1OC1)=O)CCC(=O)OCC(CC)(COCC1OC1)COCC1OC1)=O)=O)(CC)COCC1OC1 tris{2,2-bis[(oxirane-2-ylmethoxy)methyl]butyl}-3,3',3''-[1,3,5-triazine-2,4,6(1H,3H,5H)-trione-1,3,5-triyl]tripropanoate